1,3-dioxolane fluorine [F].O1COCC1